N'-[5-Bromo-6-(2,3-dihydro-1H-indene-2-yloxy)-2-methylpyridin-3-yl]-N-ethyl-N-methylimidoformamide BrC=1C=C(C(=NC1OC1CC2=CC=CC=C2C1)C)N=CN(C)CC